Titanium(IV) lactate C(C(O)C)(=O)[O-].[Ti+4].C(C(O)C)(=O)[O-].C(C(O)C)(=O)[O-].C(C(O)C)(=O)[O-]